3-bromo-2-fluoro-benzoic acid BrC=1C(=C(C(=O)O)C=CC1)F